FC1(CN(C1)C(=O)OC(C)(C)C)COC1CCN(CC1)CC(C1=CC=CC=C1)=O tert-butyl 3-fluoro-3-({[1-(2-oxo-2-phenylethyl)piperidin-4-yl]oxy} methyl)azetidine-1-carboxylate